trans-N-((4-methylpiperidin-4-yl)methyl)-2-(1-(benzenesulfonyl)indolin-5-yl)cyclopropylamine CC1(CCNCC1)CN[C@H]1[C@@H](C1)C=1C=C2CCN(C2=CC1)S(=O)(=O)C1=CC=CC=C1